(R)-N-(4-bromo-3-fluorobenzylidene)-2-methylpropane-2-sulfinamide BrC1=C(C=C(C=N[S@](=O)C(C)(C)C)C=C1)F